FC1CCN(CC1)C1=NC(=CC(=N1)C(=O)NN)C 2-(4-fluoropiperidin-1-yl)-6-methylpyrimidine-4-carbohydrazide